C1(CCCC1)[Si](OC)(C)C cyclopentanyl-dimethyl-methoxysilane